ethyl diazo acetate CCOC(=O)C=[N+]=[N-]